NC=1C2=C(N=CN1)N(C=C2C2=CC=C(C1=C2CCO1)NC(=O)NC1=CC(=C(C=C1)CN1CCN(CC1)C)C(F)(F)F)C1CC1 1-(4-(4-amino-7-cyclopropyl-7H-pyrrolo[2,3-d]pyrimidin-5-yl)-2,3-dihydrobenzofuran-7-yl)-3-(4-((4-methylpiperazin-1-yl)methyl)-3-(trifluoromethyl)phenyl)urea